7-bromo-1-phenoxyisoquinoline bis(4-tert-butyl-benzoate) C(C)(C)(C)C1=CC=C(C(=O)O)C=C1.C(C)(C)(C)C1=CC=C(C(=O)O)C=C1.BrC1=CC=C2C=CN=C(C2=C1)OC1=CC=CC=C1